CC1(C(=O)C(=CO1)O)C dimethyl-4-hydroxy-3(2H)-furanone